2-((4-chloro-2-fluorobenzyl)oxy)-3-(trifluoromethyl)-5,6,7,8-tetrahydro-1,7-naphthyridine ClC1=CC(=C(COC2=NC=3CNCCC3C=C2C(F)(F)F)C=C1)F